cyclobutenyl-ethyl-phosphinic acid C1(=CCC1)P(O)(=O)CC